O=C1O[C@@]2(C[C@@H](C3(CC3)CC2)CN2C=NC3=C2C=C(C=C3)C#N)CN1 (((4S,6S)-8-oxo-7-oxa-9-azadispiro[2.2.46.23]dodecan-4-yl)methyl)-1H-benzo[d]imidazole-6-carbonitrile